FC1=C(C=CC=C1)NC(C(=O)NC1(CCOCC1)C(N[C@@H](C[C@H]1C(NCC1)=O)C(COC(F)(F)F)=O)=O)=O N1-(2-fluorophenyl)-N2-(4-(((S)-3-oxo-1-((S)-2-oxopyrrolidin-3-yl)-4-(trifluoromethoxy)butan-2-yl)carbamoyl)-tetrahydro-2H-pyran-4-yl)oxalamide